C(CCCCCCC\C=C/CCCCCCCC)(=O)OC[C@@H](OC(CCCCCCC\C=C/CCCCCCCC)=O)COP(=O)(O)OC(CN)C(CCCCCCC\C=C\CCCCCCCC)=O 1,2-dioleoyl-(elaidoyl)-sn-glycero-3-phosphoethanolamine